IC=1N=C(N2N=C(C=C(C21)C2(CC2)C#N)N2[C@H](COCC2)C)C2=CC(=NN2C2OCCCC2)C 1-{5-iodo-7-[3-methyl-1-(oxan-2-yl)-1H-pyrazol-5-yl]-2-[(3S)-3-methyl-morpholin-4-yl]imidazo[1,5-b]pyridazin-4-yl}cyclopropane-1-carbonitrile